(5R)-2-[1-(4-chlorophenyl)cyclobutane-1-carbonyl]-9,9-dimethyl-8-oxo-2-azaspiro[4.5]dec-6-ene-7-carbonitrile ClC1=CC=C(C=C1)C1(CCC1)C(=O)N1C[C@]2(CC1)C=C(C(C(C2)(C)C)=O)C#N